C1(C2(CN3C=CC=C13)CCNCC2)N 1'H,3'H-spiro[piperidin-4,2'-pyrrolizine]-1'-amine